ClC=1C=C(C=C(C1)Cl)NC(=O)N1[C@H](CCC1)C(=O)NC1=CC=C(C=C1)C1=CC=C(C=C1)C(=O)O 4'-({1-[(3,5-dichlorophenyl)carbamoyl]-D-prolyl}amino)[1,1'-biphenyl]-4-carboxylic acid